1-(2-pentyl)-4-(3-pentyl)benzene CC(CCC)C1=CC=C(C=C1)C(CC)CC